Cl.O1C=CC(C2=C1C=CC=C2)=O 1-benzopyran-4-one hydrochloride